6-(Trifluoromethyl)-3-(4-(3-(3-(trifluoromethyl)-1H-pyrazol-4-yl)pyrrolidin-1-yl)pyrimidin-2-yl)imidazo[1,2-a]pyrazine FC(C=1N=CC=2N(C1)C(=CN2)C2=NC=CC(=N2)N2CC(CC2)C=2C(=NNC2)C(F)(F)F)(F)F